NC1=C(SC(=C1)C1=CC(=CC=C1)F)C(=O)N[C@H]1CN(CCCC1)C(=O)OC(C)(C)C tert-butyl (R)-3-(3-amino-5-(3-fluorophenyl)thiophene-2-carboxamido)azepane-1-carboxylate